BrC=1C=CC(=NC1)N1C(CN(C2(CC2)C1)C)=O 7-(5-bromopyridin-2-yl)-4-methyl-4,7-diazaspiro[2.5]octan-6-one